BrC=1C=C2C=CN=C(C2=C(C1)O[C@H](C(F)(F)F)C)OC1=C(C=CC=C1F)Cl (S)-6-bromo-1-(2-chloro-6-fluorophenoxy)-8-((1,1,1-trifluoropropan-2-yl)oxy)isoquinoline